FC1=CC=C(C=C1)N1N=C(C=C1S(=O)(=O)C)C(=O)NC1=CC(=C(C=C1)C)C1=CC(=NC(=C1)N1CCOCC1)OCCO 1-(4-fluorophenyl)-N-(3-(2-(2-hydroxyethoxy)-6-morpholinopyridin-4-yl)-4-methylphenyl)-5-(methylsulfonyl)-1H-pyrazole-3-carboxamide